COC=1C(=NC(=NC1NC1=NNC2=CC(=CC=C12)[C@@H]1C[C@@]12C(NC1=CC=C(C=C21)OC)=O)C)N2CCS(CC2)(=O)=O 4-[5-methoxy-6-({6-[(1R,2S)-5'-methoxy-2'-oxo-1',2'-dihydrospiro[cyclopropane-1,3'-indol]-2-yl]-1H-indazol-3-yl}amino)-2-methylpyrimidin-4-yl]-1λ6-thiomorpholine-1,1-dione